NC1=NC(N(C=C1F)[C@@H]1O[C@@H](C=C1F)CO)=O 4-amino-5-fluoro-1-((2R,5S)-3-fluoro-5-(hydroxymethyl)-2,5-dihydrofuran-2-yl)pyrimidin-2(1H)-one